N-[4-(cyanomethyl)-2,5-difluoro-phenyl]-6-ethyl-7-oxo-1H-pyrrolo[2,3-c]pyridine-3-sulfonamide C(#N)CC1=CC(=C(C=C1F)NS(=O)(=O)C1=CNC=2C(N(C=CC21)CC)=O)F